Lysine monohydrochloride Cl.N[C@@H](CCCCN)C(=O)O